2-methyl-4-(4-(4,4,5,5-tetramethyl-1,3,2-Dioxaborolan-2-yl)phenoxy)butan-2-ol CC(C)(CCOC1=CC=C(C=C1)B1OC(C(O1)(C)C)(C)C)O